C1(=CC=CC=C1)N=NN(CCC)CCC 1-phenyl-3,3-dipropyltriazene